N1,N4-di-m-tolylbenzene-1,4-diamine C1(=CC(=CC=C1)NC1=CC=C(C=C1)NC=1C=C(C=CC1)C)C